(2S)-2-heptadecanoylamino-4-(methylsulfinyl)butanoic acid C(CCCCCCCCCCCCCCCC)(=O)N[C@H](C(=O)O)CCS(=O)C